1-(4-fluorophenyl)-3-methyl-1H-1,2,3-triazolium FC1=CC=C(C=C1)[NH+]1NN(C=C1)C